FC(C1=NC=CC(=C1)NC(=O)N1CC=2N(C[C@@H]1C)N=CC2N2S(CC(C2C)O)(=O)=O)F (6S)-N-[2-(difluoromethyl)-4-pyridyl]-3-(4-hydroxy-3-methyl-1,1-dioxo-1,2-thiazolidin-2-yl)-6-methyl-6,7-dihydro-4H-pyrazolo[1,5-a]pyrazine-5-carboxamide